NC=1C(=NC(=CN1)Br)C(=O)NC1=CC(=CC(=C1)OC)OC 3-amino-6-bromo-N-(3,5-dimethoxyphenyl)pyrazine-2-carboxamide